6-(4-(phenyldiazenyl)phenoxy)-1-hexanol C1(=CC=CC=C1)N=NC1=CC=C(OCCCCCCO)C=C1